4-amino-7-fluoro-N,1-dimethyl-N-((8S)-3-(trifluoromethyl)-7,8-dihydro-5H-pyrano[4,3-b]pyridin-8-yl)-1H-pyrazolo[4,3-c]quinoline-8-carboxamide NC1=NC=2C=C(C(=CC2C2=C1C=NN2C)C(=O)N([C@@H]2COCC=1C2=NC=C(C1)C(F)(F)F)C)F